tert-butyl (S)-2-(((R)-(3-(2-fluoro-6-((6-fluoro-2-methylpyridin-3-yl)oxy)-3-(trifluoromethyl)benzamido)phenyl)(methyl)(oxo)-λ6-sulfaneylidene)carbamoyl)pyrrolidine-1-carboxylate FC1=C(C(=O)NC=2C=C(C=CC2)[S@](=O)(C)=NC(=O)[C@H]2N(CCC2)C(=O)OC(C)(C)C)C(=CC=C1C(F)(F)F)OC=1C(=NC(=CC1)F)C